N=[S@](=O)(C1(CC1)C1=NC(=NC(=C1)N1[C@@H](COCC1)C)C1=CC=CC2=CC=CC=C12)C (R)-imino(methyl)(1-(6-((R)-3-methylmorpholino)-2-(naphthalen-1-yl)pyrimidin-4-yl)cyclopropyl)-λ6-sulfanone